NC1=C2C(=NC=3CCCCC13)N(C=1C=CC(=CC12)C(=O)OC)CCCN(C)C methyl 11-amino-6-(3-(dimethylamino)propyl)-2,3,4,6-tetrahydro-1H-indolo[2,3-b]quinoline-9-carboxylate